2,2,2-trifluoro-N-(4-iodo-2-nitrophenyl)acetamide FC(C(=O)NC1=C(C=C(C=C1)I)[N+](=O)[O-])(F)F